trans-2-(3-(4-tert-butylphenyl)-2-methyl-2-propenylidene)malononitrile C(C)(C)(C)C1=CC=C(C=C1)C=C(C=C(C#N)C#N)C